BrC1=C(C(=C(C=C1)[N+](=O)[O-])F)OC 1-Bromo-3-fluoro-2-methoxy-4-nitrobenzene